BrC(C(=O)Br)C α-bromopropionyl bromide